FC=1C=C2CCN(C2=CC1)C1=NC=CC=N1 5-fluoro-N-pyrimidinyl-indoline